ClC1=CC2=C(N(C(N=C2N2C[C@@H](N([C@@H](C2)C)C(=O)OC(C)(C)C)C)=O)C=2C(=NC=CC2C)C(C)C)N=C1C1=C(C=CC=C1)F tert-butyl (M)-4-(6-chloro-7-(2-fluorophenyl)-1-(2-isopropyl-4-methylpyridin-3-yl)-2-oxo-1,2-dihydropyrido[2,3-d]pyrimidin-4-yl)-cis-2,6-dimethylpiperazine-1-carboxylate